O(C1=CC=CC=C1)C(=O)CCC1(C2=CC=CC=C2C=2C=CC=CC12)CC1(C2=CC=CC=C2C=2C=CC=CC12)CCC(=O)OC1=CC=CC=C1 bis[9-(2-phenoxycarbonylethyl)fluoren-9-yl]Methane